1-(4-{[2-methyl-6-(trifluoromethyl)phenyl]methoxy}phenyl)-1,2,4-triazole-3-carboxamide CC1=C(C(=CC=C1)C(F)(F)F)COC1=CC=C(C=C1)N1N=C(N=C1)C(=O)N